benzyl 8,8-difluoro-2-(2-((1-(methylsulfonyl) piperidin-4-yl) amino)-6-(trifluoromethyl) quinazolin-8-yl)-2,6-diazaspiro[3.4]octane-6-carboxylate FC1(CN(CC12CN(C2)C=2C=C(C=C1C=NC(=NC21)NC2CCN(CC2)S(=O)(=O)C)C(F)(F)F)C(=O)OCC2=CC=CC=C2)F